C(C)(C)(C)C1=CC=C(N)C=C1 4-t-butylaniline